1,2-bis(2-methylphenylthio)ethane CC1=C(C=CC=C1)SCCSC1=C(C=CC=C1)C